N1=C(N=CC(=C1)C1C(C1C1=CC(=C(C(=C1)OC)F)F)C(=O)OCC)C1=NC=CC=N1 cis-ethyl 2-([2,2'-bipyrimidin]-5-yl)-3-(3,4-difluoro-5-methoxyphenyl)cyclopropane-1-carboxylate